C(#N)CC1CC(C1)(C1=NN=CN1C)C=1C=C(C=CC1)C=1N=C2N(C=C(C=C2C(=O)N)C=O)C1C (3-((1s,3s)-3-(cyanomethyl)-1-(4-methyl-4H-1,2,4-triazol-3-yl)cyclobutyl)phenyl)-6-formyl-3-methylimidazo[1,2-a]pyridine-8-carboxamide